3-(5,7-difluoro-benzimidazol-2-yl)-4-methyl-1,2,5-oxadiazole FC1=CC2=C(N=C(N2)C2=NON=C2C)C(=C1)F